(pentaerythritol) triacrylate C(C=C)(=O)OCC(COC(C=C)=O)(COC(C=C)=O)CO